N-((5-bromo-3-(trifluoromethyl)pyridin-2-yl)methyl)-3-((1s,3s)-3-methyl-1-(4-methyl-4H-1,2,4-triazol-3-yl)cyclobutyl)aniline BrC=1C=C(C(=NC1)CNC1=CC(=CC=C1)C1(CC(C1)C)C1=NN=CN1C)C(F)(F)F